C[C@H]1N(CCNC1)C(=O)N1CCCC1 (R)-(2-methylpiperazine-1-yl)(pyrrolidin-1-yl)methanone